C(C)N1[C@@H](CCC1)[C@@H]1OCCC2=CC(=CC=C12)F (S)-1-ethyl-2-((R)-6-fluoroisochroman-1-yl)pyrrolidine